N-(2-chloro-4-(trifluoromethyl)phenyl)-2-(5-ethyl-2-((3-methyloxetane-3-yl)ethynyl)-7-oxo-6-(piperazin-1-yl)-[1,2,4]triazolo[1,5-a]pyrimidin-4(7H)-yl)acetamide ClC1=C(C=CC(=C1)C(F)(F)F)NC(CN1C=2N(C(C(=C1CC)N1CCNCC1)=O)N=C(N2)C#CC2(COC2)C)=O